C(C)(C)(C)C1=CC(=C(C=C1Cl)C=1NC2=C(C=NC=C2C(C1)=O)C)C 2-(4-tert-butyl-5-chloro-2-methyl-phenyl)-8-methyl-1H-1,6-naphthyridin-4-one